Copper-Molybdenum-Copper [Cu].[Mo].[Cu]